OC1=C(C=CC=C1)C(C#CCCCC)=O 1-(2-hydroxyphenyl)-3-n-butylprop-2-yn-1-one